BrC1=CC(=NC=C1)CC(=O)N (4-Bromopyridin-2-yl)acetamide